3-((S)-2-acetamido-3,3-dimethylbutyryl)-6,6-dimethyl-3-azabicyclo[3.1.0]hexane-2-carboxamide C(C)(=O)N[C@H](C(=O)N1C(C2C(C2C1)(C)C)C(=O)N)C(C)(C)C